3-methyl-1,2,3,4-Tetrahydro-2,6-naphthyridine CC1NCC2=CC=NC=C2C1